COC1=CC=C(C=N1)[C@@H](CC(=O)O)N1N=CC2=CC(=CC=C12)OCCC1=NC=2NCCCC2C=C1 (R)-3-(6-methoxypyridin-3-yl)-3-(5-(2-(5,6,7,8-tetrahydro-1,8-naphthyridin-2-yl)ethoxy)-1H-indazol-1-yl)propionic acid